NC1=C(C=C(C=C1)C=1C=C2C(N(C=NC2=CC1)CCN1CCOCC1)=O)[N+](=O)[O-] 6-(4-amino-3-nitrophenyl)-3-(2-morpholinoethyl)quinazolin-4(3H)-one